CC1=CC=C(C=C1)NC1=CC=C(C=C1)C di(p-methylphenyl)amine